5-fluoro-7-((1-(1'-(2-fluoro-4-nitrophenyl)-[1,3'-biazetidin]-3-yl)piperidin-4-yl)methoxy)-2-(((tetrahydro-2H-pyran-4-yl)thio)methyl)quinazolin-4(3H)-one FC1=C2C(NC(=NC2=CC(=C1)OCC1CCN(CC1)C1CN(C1)C1CN(C1)C1=C(C=C(C=C1)[N+](=O)[O-])F)CSC1CCOCC1)=O